3,7-dimethyl-2,6-dioxo-2,3,6,7-tetrahydro-1H-purin CN1C(NC(C=2N(C=NC12)C)=O)=O